3-(2-chloro-4-pyridinyl)propan-1-ol ClC1=NC=CC(=C1)CCCO